2-(cyclopropylamino)-N-(2-methoxy-4-methylpyridin-3-yl)nicotinamide C1(CC1)NC1=C(C(=O)NC=2C(=NC=CC2C)OC)C=CC=N1